7-chloro-2-(2,6-dioxopiperidin-3-yl)-1-oxoisoindoline-5-carboxamide ClC=1C=C(C=C2CN(C(C12)=O)C1C(NC(CC1)=O)=O)C(=O)N